[N+]12(CCCC1)CCCCC2 piperidine-1-spiro-1'-Pyrrolidinium